2-[(7-bromo-5-iodo-indazol-1-yl)methoxy]ethyl-trimethyl-silane BrC=1C=C(C=C2C=NN(C12)COCC[Si](C)(C)C)I